4-(3,3-difluoro-2-methyl-butoxy)-2,2-difluoro-7-(trifluoromethylsulfanyl)indan-1-one FC(C(COC1=C2CC(C(C2=C(C=C1)SC(F)(F)F)=O)(F)F)C)(C)F